1,3,6,8-pyrenetetrasulfonic acid tetrasodium salt [Na+].[Na+].[Na+].[Na+].C1(=CC(=C2C=CC=3C(=CC(=C4C=CC1=C2C34)S(=O)(=O)[O-])S(=O)(=O)[O-])S(=O)(=O)[O-])S(=O)(=O)[O-]